[(1R,5R)-5-Isopropenyl-2-methyl-cyclohex-2-en-1-yl] acetate C(C)(=O)O[C@H]1C(=CC[C@H](C1)C(=C)C)C